C1CC12OC[C@H](C2)NC=2N=NC(=C1C2C=NC=C1)C1=C(C=C(C=C1)C(F)(F)F)O (S)-2-(4-((4-oxaspiro[2.4]heptan-6-yl)amino)pyrido[3,4-d]pyridazin-1-yl)-5-(trifluoromethyl)phenol